O=C1NOC(=C1)C(=O)N 3-oxo-2,3-dihydroisoxazole-5-carboxamide